(S)-1-(5-((8-chloroquinolin-5-yl)thio)pyrazin-2-yl)-4'H,6'H-spiro[piperidine-4,5'-pyrrolo[1,2-b]pyrazol]-4'-amine ClC=1C=CC(=C2C=CC=NC12)SC=1N=CC(=NC1)N1CCC2([C@@H](C=3N(N=CC3)C2)N)CC1